(R)-2,2,2-trichloroethyl-4-(4-(phenylthio)-3-((4-sulfamoyl-2-((trifluoromethyl)sulfonyl)phenyl)amino)butyl)piperazine-1-carboxylate ClC(COC(=O)N1CCN(CC1)CC[C@H](CSC1=CC=CC=C1)NC1=C(C=C(C=C1)S(N)(=O)=O)S(=O)(=O)C(F)(F)F)(Cl)Cl